(4-aminophenoxy)acetaldehyde NC1=CC=C(OCC=O)C=C1